Cl.F[C@H]1CN(CC1)C1=CC=C(C=N1)C=1C=C2N(N1)C(N(C2)C2=CC=NS2)=O (R)-2-(6-(3-fluoropyrrolidin-1-yl)pyridin-3-yl)-5-(isothiazol-5-yl)-4,5-dihydro-6H-imidazo[1,5-b]pyrazol-6-one hydrochloride